CN(CCN(C1=CC=C(C=C1)N)C)C N1-[2-(dimethylamino)ethyl]-N1-methylbenzene-1,4-diamine